FC1=CC=2N(C=C1)C(=CN2)C=2C=CC(=C1C(NCC21)=O)NC2=CC=C1C(=N2)CN(C12CCC(CC2)=O)C 2'-((7-(7-fluoroimidazo[1,2-a]pyridin-3-yl)-3-oxoisoindolin-4-yl)amino)-6'-methyl-6',7'-dihydrospiro[cyclohexane-1,5'-pyrrolo[3,4-b]pyridin]-4-one